(S)-quinuclidin-3-yl((R)-5-(4-butoxy-3-chlorophenyl)-2,2-dimethyl-2,3-dihydro-1H-inden-1-yl)carbamate N12C[C@H](C(CC1)CC2)OC(N[C@@H]2C(CC1=CC(=CC=C21)C2=CC(=C(C=C2)OCCCC)Cl)(C)C)=O